5-[(3-fluorophenyl)methyl]-7-hexyl-5H,6H,7H,8H,9H,10H-cyclohepta[b]indole-4-carboxylic acid FC=1C=C(C=CC1)CN1C2=C(C3=CC=CC(=C13)C(=O)O)CCCC(C2)CCCCCC